propylsulfur C(CC)[S]